CN1C(=NC(=C1[N+](=O)[O-])C)C=O 1,4-DIMETHYL-5-NITRO-1H-IMIDAZOLE-2-CARBALDEHYDE